aluminum-calcium sulfate S(=O)(=O)([O-])[O-].[Ca+2].[Al+3]